1-{[(1R,3r,5S)-8-azabicyclo[3.2.1]octan-3-yl]methyl}-4-[5-(1-ethyl-3-methyl-1H-pyrazol-5-yl)-4H-1,2,4-triazol-3-yl]-1H-indazole-6-carboxamide [C@H]12CC(C[C@H](CC1)N2)CN2N=CC1=C(C=C(C=C21)C(=O)N)C2=NN=C(N2)C2=CC(=NN2CC)C